FC1=NN2C(N=CC3=C2C(CC3C(=O)NC=3C=NC(=C(C3)C)N3N=CC=N3)(C)C)=C1 2-fluoro-8,8-dimethyl-N-(5-methyl-6-(2H-1,2,3-triazol-2-yl)pyridin-3-yl)-7,8-dihydro-6H-cyclopenta[e]pyrazolo[1,5-a]pyrimidine-6-carboxamide